BrC=1C(=C(C(=O)N(C)C)C=C(C1)Cl)NCC 3-bromo-5-chloro-N,N-dimethyl-2-ethylaminobenzamide